NC1=C(C=NC(N1)=O)C1=CC(=C(C(=O)NC=2C=NC(=C(C2)Cl)N2N=CC=N2)C=C1F)Cl 4-(6-Amino-2-oxo-1,2-dihydropyrimidin-5-yl)-2-chloro-N-(5-chloro-6-(2H-1,2,3-triazole-2-yl)pyridin-3-yl)-5-fluorobenzamide